NC1=NC=2C=C(C(=CC2C2=C1C=NN2CC(F)(F)F)C(=O)OC)F methyl 4-amino-7-fluoro-1-(2,2,2-trifluoroethyl)-1H-pyrazolo[4,3-c]quinoline-8-carboxylate